[Ni].[Ni]=O nickel oxide nickel salt